ethyl (2S)-2-amino-4-phenyl-butanoate hydrochloride Cl.N[C@H](C(=O)OCC)CCC1=CC=CC=C1